(Z)-3-(1-((1-Methyl-1H-pyrazol-4-yl)amino)ethylidene)-5-(8-methyl-2,3-dihydro-1H-pyrido[2,3-b][1,4]oxazin-7-yl)-1H-pyrrolo[2,3-c]pyridin-2(3H)-one CN1N=CC(=C1)N\C(\C)=C\1/C(NC2=CN=C(C=C21)C2=C(C1=C(OCCN1)N=C2)C)=O